tert-butyl (S)-(3-amino-4-((oxetan-2-ylmethyl)amino)phenyl)carbamate NC=1C=C(C=CC1NC[C@H]1OCC1)NC(OC(C)(C)C)=O